FC1=C(C=CC=C1)C(=O)C1=NC(=NC=C1)SC (2-fluorophenyl)(2-(methylthio)pyrimidin-4-yl)methanone